FC(C(=O)O)=C.FC1=C(C(=C(C(=C1F)F)F)F)F perfluorobenzene 2-fluoroacrylate